2-fluoro-6-benzylamino-9-(tetrahydrofuran-2-yl)-9H-purine FC1=NC(=C2N=CN(C2=N1)C1OCCC1)NCC1=CC=CC=C1